6-(4-{[cis-4-{[4-(pentafluoro-λ6-sulfanyl)phenyl]Amino}cyclohexyl]sulfonyl}phenyl)imidazo[1,2-a]pyridine-3-carbonitrile FS(C1=CC=C(C=C1)N[C@H]1CC[C@H](CC1)S(=O)(=O)C1=CC=C(C=C1)C=1C=CC=2N(C1)C(=CN2)C#N)(F)(F)(F)F